(3-(pyrrolidin-1-yl)propoxy)benzo[d][1,3]dioxol-5-amine N1(CCCC1)CCCOC1OC2=C(O1)C=CC(=C2)N